FC(C1=NN=C(O1)C1=CC=2N(C=C1)C=C(N2)CN(C(=O)N2CCN(CC2)C2=NC=CC=N2)C2=CC(=CC=C2)F)F N-((7-(5-(difluoromethyl)-1,3,4-oxadiazol-2-yl)imidazo[1,2-a]pyridin-2-yl)methyl)-N-(3-fluorophenyl)-4-(pyrimidin-2-yl)piperazine-1-carboxamide